1,6-di(2,3-Epithiopropoxy)naphthalene C(C1CS1)OC1=CC=CC2=CC(=CC=C12)OCC1CS1